2,7-dichloro-8-fluoro-4-(4-fluoropiperidin-1-yl)pyrido[4,3-d]pyrimidine ClC=1N=C(C2=C(N1)C(=C(N=C2)Cl)F)N2CCC(CC2)F